OC1CCN(CC1)C=1C=CC(=NC1)NC=1C2=C(C(=NC1)C=1C=NN3C1C=CC=C3)CNC2=O 7-[[5-(4-hydroxy-1-piperidyl)-2-pyridyl]amino]-4-pyrazolo[1,5-a]pyridin-3-yl-2,3-dihydro-pyrrolo[3,4-c]pyridin-1-one